3-[3-(2-chloro-6-methyl-4-pyridinyl)-5-[[2-(dimethylamino)-1-methyl-ethyl]amino]pyrazolo[1,5-a]pyrimidin-2-yl]benzonitrile ClC1=NC(=CC(=C1)C=1C(=NN2C1N=C(C=C2)NC(CN(C)C)C)C=2C=C(C#N)C=CC2)C